BrC1=CC(=C(C=C1)NC(CCCNC(OC(C)(C)C)=O)=O)O Tert-butyl (4-((4-bromo-2-hydroxyphenyl)amino)-4-oxobutyl)carbamate